C1(=CC=CC=C1)N(C=1C=CC2=C(SC3=C2S(C2=C3C=CC(=C2)N(C2=CC=CC=C2)C2=CC=CC=C2)(=O)=O)C1)C1=CC=CC=C1 2,7-bis(diphenylamino)benzo[b]benzo[4,5]thieno[2,3-d]thiophene 5,5-dioxide